O1CCC(CC1)N1C=CC=2C1=NC=C(C2)C(=O)O 1-(oxan-4-yl)pyrrolo[2,3-b]pyridine-5-carboxylic acid